CN1C(=NC2=C(C=C(C=C2C1=O)C)[C@@H](C)NC=1C=NC=2C(N(C=CC2C1)C)=O)N1CCOCC1 3,6-dimethyl-8-[(1R)-1-[(7-methyl-8-oxo-1,7-naphthyridin-3-yl)amino]ethyl]-2-morpholino-quinazolin-4-one